COC1CCC(CC1)C(C)(C)NC(=O)C=1C=NN2C1N=C(C=C2C)C N-(2-((1S,4S)-4-methoxycyclohexyl)propan-2-yl)-5,7-dimethylpyrazolo[1,5-a]pyrimidine-3-carboxamide